C[Si]1(O[Si](O[Si](O1)(C=C)C)(C=C)C)C=C 2,4,6-trimethyl-2,4,6-trivinylcyclotrisiloxane